8-((2S,SR)-4-((3-chlorophenyl)(5-methylpyridin-2-yl)methyl)-2,5-dimethylpiperazin-1-yl)-5-methyl-6-oxo-5,6-dihydro-1,5-naphthyridine-2-carbonitrile ClC=1C=C(C=CC1)C(N1C[C@@H](N(C[C@@H]1C)C1=CC(N(C=2C=CC(=NC12)C#N)C)=O)C)C1=NC=C(C=C1)C |&1:13|